tert-butyl (2S,6R)-2,6-dimethyl-4-(1,6-naphthyridin-5-yl)piperazine-1-carboxylate C[C@@H]1N([C@@H](CN(C1)C1=C2C=CC=NC2=CC=N1)C)C(=O)OC(C)(C)C